COC(C[C@@H]1CN(CC(C1)(F)F)C=1C(=NC(=CC1)C=1N=NN(C1CN1C(N[C@H](C1)CC1CC1)=O)C)CC)=O 2-((S)-1-(6-(5-(((S)-4-(cyclopropylmethyl)-2-oxoimidazolidin-1-yl)methyl)-1-methyl-1H-1,2,3-triazol-4-yl)-2-ethylpyridin-3-yl)-5,5-difluoropiperidin-3-yl)acetic acid methyl ester